(Cyanomethyl)(3-oxo-3-phenylpropyl)carbamic acid tert-butyl ester C(C)(C)(C)OC(N(CCC(C1=CC=CC=C1)=O)CC#N)=O